5-(5-amino-4-(3-chloro-4-fluorophenylcarbamoyl)-1-methyl-1H-pyrazol-3-yl)octahydropentalene-2-carboxylic acid methyl ester COC(=O)C1CC2CC(CC2C1)C1=NN(C(=C1C(NC1=CC(=C(C=C1)F)Cl)=O)N)C